rel-tert-butyl (1R,6S)-2,5-diazabicyclo[4.1.0]heptane-2-carboxylate [C@@H]12N(CCN[C@H]2C1)C(=O)OC(C)(C)C |o1:0,5|